N-(3-(pyrrolidin-1-yl)-1-(tetrahydro-2H-pyran-2-yl)-1H-pyrazolo[4,3-c]pyridin-6-yl)acetamide N1(CCCC1)C1=NN(C2=C1C=NC(=C2)NC(C)=O)C2OCCCC2